[Si](C)(C)(C(C)(C)C)OC(C)C1=NC(=CC(=N1)Cl)Cl 2-(1-((tert-butyldimethylsilyl)oxy)ethyl)-4,6-dichloropyrimidine